C(C1=CC=CC=C1)N1CCN(CC1)CC1(CCC(CC1)NC(=O)OC(C)(C)C)O benzyl-4-[[4-(tert-butoxycarbonylamino)-1-hydroxy-cyclohexyl]methyl]piperazine